spirobiindan-5,5'-diol C12(CCC3=CC(=CC=C13)O)CCC1=CC(=CC=C12)O